(S)-3-(6-((4-(3-aminopiperidin-1-yl)-6'-morpholino-[3,3'-bipyridin]-6-yl)amino)pyridin-2-yl)oxazolidin-2-one N[C@@H]1CN(CCC1)C1=C(C=NC(=C1)NC1=CC=CC(=N1)N1C(OCC1)=O)C=1C=NC(=CC1)N1CCOCC1